tert-butyl N-{[(4S)-4-{[(tert-butoxy)carbonyl]amino}-4-{[(1S,2S)-2-methyl-1-(methylcarbamoyl)butyl]carbamoyl} butanamido]-methanimidoyl}carbamate C(C)(C)(C)OC(=O)N[C@@H](CCC(=O)NC(=N)NC(OC(C)(C)C)=O)C(N[C@@H]([C@H](CC)C)C(NC)=O)=O